C12OCC(C1)(C2)C=2N1C(=NN2)C[C@H](C1)C1=C(C=CC(=C1Cl)Cl)O (S)-2-(3-(2-oxabicyclo[2.1.1]hexan-4-yl)-6,7-dihydro-5H-pyrrolo[2,1-c][1,2,4]triazol-6-yl)-3,4-dichlorophenol